ClC1=C(C=CC(=C1)C(=O)N1[C@H]([C@@H](N(CC1)C1=CC(=CC=C1)Cl)C)C)[S@](=O)CC(=O)OC(C)C |&1:24| (±)-Isopropyl 2-((2-chloro-4-(4-(3-chlorophenyl)-trans-2,3-dimethylpiperazine-1-carbonyl)phenyl)sulfinyl)acetate